5-bromo-N-(3,3-difluorocyclohexyl)-4-(trifluoromethyl)pyridin-2-amine BrC=1C(=CC(=NC1)NC1CC(CCC1)(F)F)C(F)(F)F